P(O)(=O)(OP(=O)(O)OP(=O)(O)O)OC[C@@H]1[C@H]([C@H]([C@@H](O1)N1C(=O)N(C(=O)C=C1)C)O)O N-methyl-uridine-5'-triphosphate